C(C(C)C)(=O)OC=1C(=NC=CC1OC)C(N[C@@H](C)C1=NC(=NN1C)C1=CC=CC=C1)=O (S)-4-methoxy-2-((1-(1-methyl-3-phenyl-1H-1,2,4-triazol-5-yl)ethyl)carbamoyl)pyridin-3-yl isobutyrate